(spirobifluorenyl)(biphenyl) C12(C(=CC=C3C4=CC=CC=C4C=C13)C1=C(C=CC=C1)C1=CC=CC=C1)C=CC=C1C3=CC=CC=C3C=C12